C(C1=CC=CC=C1)OC(=O)N[C@@H]1CC[C@H](CC1)C(=O)O trans-4-[((benzyloxy)carbonyl)amino]cyclohexanecarboxylic acid